2-(2,6-dioxopiperidin-3-yl)-5-(4-((3-(4-(5-methoxy-2-(1-methyl-1H-pyrazol-4-yl)-4-nitrophenyl)piperazin-1-yl)azetidin-1-yl)methyl)piperidin-1-yl)isoindole-1,3-dione O=C1NC(CCC1N1C(C2=CC=C(C=C2C1=O)N1CCC(CC1)CN1CC(C1)N1CCN(CC1)C1=C(C=C(C(=C1)OC)[N+](=O)[O-])C=1C=NN(C1)C)=O)=O